(2,5-dimethyl-4-{3-[(1,1,2,2-tetrafluoroethyl)sulfanyl]phenoxy}phenyl)-N-ethyl-N-methylimidoformamide CC1=C(C=C(C(=C1)OC1=CC(=CC=C1)SC(C(F)F)(F)F)C)C(N(C)CC)=N